N1CCC(CC1)OC1CC2(CN(C2)C(=O)OC(C)(C)C)C1 tert-butyl 6-(4-piperidinyloxy)-2-azaspiro[3.3]heptane-2-carboxylate